CC=1C(=C(C(=O)O)C=C(C1)C=1OC(=CC1)\C=C\C(=O)C1=CC=C(C=C1)CC)O Methyl-(E)-5-(5-(3-(4-ethylphenyl)-3-oxoprop-1-en-1-yl)furan-2-yl)-2-hydroxybenzoic acid